4-(3-((2-((2-ethyl-4-(3-methyl-3,9-diazabicyclo[3.3.1]nonan-9-yl)phenyl)amino)-5-(trifluoromethyl)pyrimidin-4-yl)amino)propyl)-1,4-oxazepan-5-one C(C)C1=C(C=CC(=C1)N1C2CN(CC1CCC2)C)NC2=NC=C(C(=N2)NCCCN2CCOCCC2=O)C(F)(F)F